(3S)-7-(6-amino-3-chloro-2-fluorophenyl)-3-(5-(2-fluoro-6-(methylamino)pyridin-3-yl)-1H-imidazol-2-yl)-2,3,8,8a-tetrahydroindolizin NC1=CC=C(C(=C1C1=CCN2[C@@H](CCC2C1)C=1NC(=CN1)C=1C(=NC(=CC1)NC)F)F)Cl